4-((7-Chloro-4-oxo-5-(2,2,2-trifluoroethyl)-4,5-dihydrothieno[3,2-c]pyridin-3-yl)amino)-6-(cyclopropanecarboxamido)-N-(methyl-d3)nicotinamide ClC=1C2=C(C(N(C1)CC(F)(F)F)=O)C(=CS2)NC2=CC(=NC=C2C(=O)NC([2H])([2H])[2H])NC(=O)C2CC2